1-((2R,4S)-4-(4-amino-3-((6-chloro-1-methyl-1H-benzo[d]imidazol-5-yl)ethynyl)-1H-pyrazolo[4,3-c]pyridin-1-yl)-2-(difluoromethyl)pyrrolidin-1-yl)prop-2-en-1-one NC1=NC=CC2=C1C(=NN2[C@H]2C[C@@H](N(C2)C(C=C)=O)C(F)F)C#CC2=CC1=C(N(C=N1)C)C=C2Cl